NCC(=O)N[C@@H](CCCNC(N)=N)C(=O)O L-glycyl-L-arginine